5-((3,5-dimethyl-1H-pyrazol-1-yl)methyl)furan CC1=NN(C(=C1)C)CC1=CC=CO1